Ethyl (R)-2-(6-(2,3,5,6-tetrafluorophenyl)-3-thioxo-2,5,6,7-tetrahydro-3H-pyrrolo[1,2-c]imidazol-1-yl)acetate FC1=C(C(=C(C=C1F)F)F)[C@H]1CC=2N(C(NC2CC(=O)OCC)=S)C1